OC1CCC(CC1)C=1C(=NC(=NC1)N1C=NC=C1)C(=O)N ((1r,4r)-4-hydroxycyclohexyl)-2-(1H-imidazol-1-yl)pyrimidine-4-carboxamide